C(C)(=O)NC=1C=C(C=CC1)NC1=NC=2C=C(C=CC2C=2N1C=C(N2)C)C(=O)OC Methyl 5-((3-acetamidophenyl)amino)-2-methylimidazo[1,2-c]quinazoline-8-carboxylate